N1C(CCC2=CC=CC=C12)C=1C=C2CCC(NC2=CC1)=O 1,2,3,3',4,4'-hexahydro-[2,6'-biquinolin]-2'(1'H)-one